FC1(OC=2C(=CC3=C(N=C(S3)NC([C@H](C)N3C[C@H](C(CC3)(F)F)C3=CC(=[N+](C=C3)[O-])CO)=O)C2)O1)F 4-((R)-1-((S)-1-((2,2-difluoro-[1,3]dioxolo[4',5':4,5]benzo[1,2-d]thiazol-6-yl)amino)-1-oxopropan-2-yl)-4,4-difluoropiperidin-3-yl)-2-(hydroxymethyl)pyridine 1-oxide